1-(4,6-dimethyl-2-pyrimidinyl)-4-piperidylamine CC1=NC(=NC(=C1)C)N1CCC(CC1)N